CNC=1C=C(C=CC1)[C@@H]1N(CCCC1)C(C(=O)NC1=NC=CC=C1C(=O)N)=O [[2-[(2R)-2-[3-(methylamino)phenyl]-1-piperidyl]-2-oxo-acetyl]amino]pyridine-3-carboxamide